C(C)(C)(C)OC(CN([C@H]1[C@@H](CCCC1)N(CC(=O)OC(C)(C)C)CC(=O)OC(C)(C)C)CC1=CC=C(C=C1)CC(OC1=C(C(=CC(=C1F)F)F)F)=O)=O di-tert-butyl 2,2'-(((1R,2R)-2-((2-(tert-butoxy)-2-oxoethyl)(4-(2-oxo-2-(2,3,5,6-tetrafluorophenoxy)ethyl)benzyl)amino)cyclohexyl)azanediyl)diacetate